CC1=C(C(=CC=C1CC=C)C)O 2,6-dimethyl-3-allyl-phenol